2-[1-[2-(3,3-Difluoro-1-piperidyl)-6-methyl-4-oxo-chromen-8-yl]ethylamino]benzoic acid FC1(CN(CCC1)C=1OC2=C(C=C(C=C2C(C1)=O)C)C(C)NC1=C(C(=O)O)C=CC=C1)F